C1(CCCCCCC1)C(C(=O)NC1=CC=C2C(=C1)NC(C21CCOCC1)=O)NC=1N=NC(=CC1)C 2-Cyclooctyl-2-[(6-methyl-pyridazin-3-yl)amino]-N-(2-oxospiro[1H-indole-3,4'-oxane]-6-yl)acetamide